ClC(C)OC(=O)Cl 1-Chloroethylchloroformate